N-(2-((3R,5R)-3,5-Dimethylmorpholino)-6-methylpyrimidin-4-yl)-4-((2-hydroxyethyl)sulfonamido)-2-(6-azaspiro[2.5]octan-6-yl)benzamide C[C@@H]1COC[C@H](N1C1=NC(=CC(=N1)NC(C1=C(C=C(C=C1)NS(=O)(=O)CCO)N1CCC2(CC2)CC1)=O)C)C